C(C1=CC=CC=C1)NC1=CC=2N(C(N(CC2C=N1)C1=C(C=CC=C1C)F)=O)C1CCN(CC1)C(=O)OC(C)(C)C tert-Butyl 4-[7-(benzylamino)-3-(2-fluoro-6-methyl-phenyl)-2-oxo-4H-pyrido[4,3-d]pyrimidin-1-yl]piperidine-1-carboxylate